N#CCCCSC(=N)N thioureidobutyronitrile